(R or S)-2-(2,4-difluoro-5-((R or S)-1-(((R)-phenyl((R)-1,2,3,4-tetrahydropyrido[2,3-b]pyrazin-3-yl)methyl)amino)propan-2-yl)phenyl)propanoic acid FC1=C(C=C(C(=C1)F)[C@H](CN[C@@H]([C@H]1CNC2=C(N1)N=CC=C2)C2=CC=CC=C2)C)[C@H](C(=O)O)C |o1:8,29|